2-(5-chloropyridin-2-yl)-N-((2-(2,6-dioxopiperidin-3-yl)-1-oxoisoindolin-5-yl)methyl)-2,2-difluoroacetamide ClC=1C=CC(=NC1)C(C(=O)NCC=1C=C2CN(C(C2=CC1)=O)C1C(NC(CC1)=O)=O)(F)F